5-[(2,5-Di-tert-butylphenoxyethylthio)methyl]oxazol-2(3H)-thione C(C)(C)(C)C1=C(OCCSCC2=CNC(O2)=S)C=C(C=C1)C(C)(C)C